2-(1-(2-cyano-1-cyclopentyl-vinyl)-1H-pyrazol-4-carbonyl)-4,4-dimethoxybutyronitrile C(#N)C=C(C1CCCC1)N1N=CC(=C1)C(=O)C(C#N)CC(OC)OC